P(O)(=O)(OP(=O)(O)OP(=O)(O)O)OC[C@@H]1[C@H]([C@H]([C@@H](O1)N1C(=O)NC(N)(C=C1)C)O)O.C(=CC)[Si](OC)(OC)CCCCCCCC propenyl-octyl-dimethoxysilane 4-methylcytidine-5'-triphosphate